NC1CC(C1)(C)N1C(C(C2=CC=C(C=C12)Cl)(C)C)=O 1-((1s,3s)-3-amino-1-methylcyclobutyl)-6-chloro-3,3-dimethylindolin-2-one